N-(2-chloro-4-((trifluoromethyl)thio)phenyl)-2-(2-(2,3-dihydrobenzofuran-5-yl)-5-ethyl-7-oxo-6-(piperazin-1-yl)-[1,2,4]triazolo[1,5-a]pyrimidin-4(7H)-yl)acetamide ClC1=C(C=CC(=C1)SC(F)(F)F)NC(CN1C=2N(C(C(=C1CC)N1CCNCC1)=O)N=C(N2)C=2C=CC1=C(CCO1)C2)=O